FC1=CC=CC(=N1)CC1=CC(=NC=C1)C(=O)N[C@@H]1C(N(C2=C(OC1)C=CC(=C2)C#CC2(COC2)O)C)=O (S)-4-((6-fluoropyridin-2-yl)methyl)-N-(7-((3-hydroxyoxetan-3-yl)ethynyl)-5-methyl-4-oxo-2,3,4,5-tetrahydrobenzo[b][1,4]oxazepin-3-yl)picolinamide